BrC=1C=NN2C1N=C(N=C2NCC2=NN=C(N2)C2=CC(=CC=C2)C)N2CCOCC2 8-bromo-N-{[5-(3-methylphenyl)-4H-1,2,4-triazol-3-yl]methyl}-2-(morpholin-4-yl)pyrazolo[1,5-a][1,3,5]triazin-4-amine